N[C@@]1([C@H](OCC1)CC)COC1=C(C#N)C(=CC(=C1)C1=CN=C2N1C(=CC=C2)OC)SC 2-(((2r,3r)-3-amino-2-ethyltetrahydrofuran-3-yl)methoxy)-4-(5-methoxyimidazo[1,2-a]pyridin-3-yl)-6-(methylthio)benzonitrile